ClC1=CC(=CC2=C1OCC(N2)=O)CC=2C(=NC1=CC=CC=C1C2)OC 8-chloro-6-((2-methoxyquinolin-3-yl)methyl)-2H-benzo[b][1,4]oxazin-3(4H)-one